2-bromo-N-hydroxy-thiazole-4-carboxamidine BrC=1SC=C(N1)C(=N)NO